1,3-bis(aminomethyl)Cyclohexane NCC1CC(CCC1)CN